7-methyl-5-(2-oxoethyl)-1H-indole-1-carboxylic acid tert-butyl ester C(C)(C)(C)OC(=O)N1C=CC2=CC(=CC(=C12)C)CC=O